CC1=C[C@H]2C3=C(C=CC(=C3)O)O[C@@]4(C1)[C@@]2(C(=O)C=CC4=O)CC=C(C)C The molecule is an organic heterotetracyclic compound that is 9,9a-dihydro-9,4a-prop[1]enoxanthene-1,4-dione substituted by a hydroxy group at position 7, a methyl group at position 12 and a prenyl group at position 9a. Isolated from the root barks of Ehretia buxifolia, it exhibits antisnake venom activity. It has a role as a metabolite and an antidote. It is an organic heterotetracyclic compound, a cyclic ketone, a cyclic ether and a member of phenols.